[4-(difluoromethoxy)-3-fluoro-phenyl]-1-methyl-imidazole-2-carboxamide FC(OC1=C(C=C(C=C1)C=1N=C(N(C1)C)C(=O)N)F)F